C[C@@H](CCC)N1N=CC(=C1)C=1C=2N(C=C(N1)C=1C=NN(C1)C(CO)CO)N=CC2 (S)-2-(4-(4-(1-(pent-2-yl)-1H-pyrazol-4-yl)pyrazolo[1,5-a]pyrazin-6-yl)-1H-pyrazol-1-yl)propane-1,3-diol